2-chloro-5-methyl-1,4-benzoquinone ClC=1C(C=C(C(C1)=O)C)=O